6-(4-{1-[(tert-butyldimethylsilyl)oxy]cyclopropyl}phenyl)-3-[4-(propan-2-yloxy)phenyl]imidazo[1,2-a]pyridine [Si](C)(C)(C(C)(C)C)OC1(CC1)C1=CC=C(C=C1)C=1C=CC=2N(C1)C(=CN2)C2=CC=C(C=C2)OC(C)C